tert-butyl ((3R)-1-(5-(1-azido ethyl)-6-fluoropyridin-2-yl)piperidin-3-yl)(cyclobutylmethyl)carbamate N(=[N+]=[N-])C(C)C=1C=CC(=NC1F)N1C[C@@H](CCC1)N(C(OC(C)(C)C)=O)CC1CCC1